FC(OC=1C(=NC=CC1)OC[C@@H]1CC[C@@]2(CCCN12)CO)(F)F ((3S,7aS)-3-(((3-(trifluoromethoxy)pyridin-2-yl)oxy)methyl)tetrahydro-1H-pyrrolizin-7a(5H)-yl)methanol